[Si](C)(C)(C(C)(C)C)OCC1=CN2C(=C3C=NNC(C3=C2C)=O)S1 2-(((tert-butyldimethylsilyl)oxy)methyl)-5-methylthiazolo[3',2':1,2]pyrrolo[3,4-d]pyridazin-6(7H)-one